lauroyl sarcosinate (lauryl sarcosinate) C(CCCCCCCCCCC)N(C)CC(=O)O.N(C)CC(=O)OC(CCCCCCCCCCC)=O